COC(=O)C1=CC=C(S1)N(NC(=O)OC(C)(C)C)C(=O)OC(C)(C)C di-tert-butyl 1-(5-(methoxycarbonyl)thiophen-2-yl)hydrazine-1,2-dicarboxylate